C(C)(C)(C)OC(=O)N1CCC(=CC1=O)C1=C(C=CC=2OC(OC21)(C)C2=C(C=C(C=C2)Cl)F)F 4-(2-(4-Chloro-2-fluorophenyl)-5-fluoro-2-methylbenzo[d][1,3]dioxol-4-yl)-6-oxo-3,6-dihydropyridine-1(2H)-carboxylic acid tert-butyl ester